benzyl (S)-6-methoxy-6'-(4-(methoxycarbonyl) phenyl)-3',6'-dihydro-[2,4'-bipyridine]-1(2H)-carboxylate COC1=CC=C[C@H](N1C(=O)OCC1=CC=CC=C1)C=1CC=NC(C1)C1=CC=C(C=C1)C(=O)OC